ClC1=C2CN(C(C2=CC=C1)=O)C1=CC(=CC=C1)C1(COC1)[C@H](C1=NN=CN1C)F (R)-4-chloro-2-(3-(3-(fluoro(4-methyl-4H-1,2,4-triazol-3-yl)methyl)oxetan-3-yl)phenyl)isoindolin-1-one